(E)-3-((R)-3-((2S,6R)-2,6-Dimethylmorpholino)-4-oxo-2,3,4,5-tetrahydro-1H-pyrido[2,3-b][1,4]diazepin-8-yl)-N-methyl-N-((3-methylbenzofuran-2-yl)methyl)acrylamide C[C@@H]1O[C@@H](CN(C1)[C@@H]1CNC2=C(NC1=O)N=CC(=C2)/C=C/C(=O)N(CC=2OC1=C(C2C)C=CC=C1)C)C